3-(4-(4-(2-(1-(5-(5-(difluoromethyl)-5H-pyrido[4,3-b]indol-7-yl)-3-fluoropyridin-2-yl)piperidin-4-yl)ethyl)piperazin-1-yl)-1-oxoisoindolin-2-yl)piperidine-2,6-dione FC(N1C2=C(C=3C=CC(=CC13)C=1C=C(C(=NC1)N1CCC(CC1)CCN1CCN(CC1)C1=C3CN(C(C3=CC=C1)=O)C1C(NC(CC1)=O)=O)F)C=NC=C2)F